[4-(5-bromo-6-methoxy-1-methyl-indol-2-yl)cyclohexyl]Methanol BrC=1C=C2C=C(N(C2=CC1OC)C)C1CCC(CC1)CO